N1(CCCCC1)S(=O)(=O)C=1C=C(C(=O)N2CC3(C4=CC(=CC=C24)NC(OCC)=O)CCCCC3)C=CC1 ethyl (1'-(3-(piperidin-1-ylsulfonyl)benzoyl)spiro[cyclohexane-1,3'-indolin]-5'-yl)carbamate